N1C=NC2=C1C=CC(=C2)\C=C\2/N=C(NC2=O)N[C@H]2[C@@H](CCC2)OC (4Z)-4-(1H-benzimidazol-5-ylmethylene)-2-[[(1R,2R)-2-methoxycyclopentyl]amino]-1H-imidazol-5-one